N1-((S)-7-((3-hydroxyoxetan-3-yl)ethynyl)-5-methyl-4-oxo-2,3,4,5-tetrahydrobenzo[b][1,4]oxazepin-3-yl)-N2-((R)-1-phenylethyl)oxalamide OC1(COC1)C#CC1=CC2=C(OC[C@@H](C(N2C)=O)NC(C(=O)N[C@H](C)C2=CC=CC=C2)=O)C=C1